N-caproyl-asparagine C(CCCCC)(=O)N[C@@H](CC(N)=O)C(=O)O